(trifluoromethyl)bicyclo[2.2.1]heptane FC(F)(F)C12CCC(CC1)C2